tert-Butyl bicyclo[4.2.0]oct-1,3,5-trien-3-yl(methyl)carbamate C12=CC(=CC=C2CC1)N(C(OC(C)(C)C)=O)C